OC(CCCC(=O)[O-])C.[Na+] sodium 5-hydroxycaproate